4-chloro-1H-pyrrolo[2,3-b]pyridin-5-carbonitrile ClC1=C2C(=NC=C1C#N)NC=C2